C(=O)(O)CCN1C(SC(C1=O)C)C1=CC=C(C=C1)C1SC(C(N1)=O)C 2-[4-[3-(2-carboxyethyl)-5-methyl-4-oxo-thiazolidin-2-yl]phenyl]-5-methyl-4-oxo-thiazolidin